OSO.[Li] LITHIUM HYDROXYSULFIDE